8'-(oxetan-2-yl)-6'-(pyrimidin-4-ylamino)-2'H-spiro[cyclohexane-1,3'-imidazo[1,5-a]pyridine]-1',5'-dione O1C(CC1)C1=C2N(C(C(=C1)NC1=NC=NC=C1)=O)C1(NC2=O)CCCCC1